3-(2-chlorothiazol-5-yl)-8-methyl-5-oxo-6-phenyl-2,3-dihydrothiazolo[3,2-a]pyrimidin-8-ium-7-olate ClC=1SC(=CN1)C1CSC=2N1C(C(=C([N+]2C)[O-])C2=CC=CC=C2)=O